C(C)(C)(C)OC(=O)NCCOCCOCCC(=O)O 3-[2-[2-(tert-butoxycarbonyl-amino)ethoxy]ethoxy]propanoic acid